C(C)N1C(=NC(=C1)C(F)(F)F)C1=C(C=C(C=C1)C=1C(=NN2C1C(CCC2)N)C2=CC=NN2C(C)C)F (4-(1-ethyl-4-(trifluoromethyl)-1H-imidazol-2-yl)-3-fluorophenyl)-2-(1-isopropyl-1H-pyrazol-5-yl)-4,5,6,7-tetrahydropyrazolo[1,5-a]pyridin-4-amine